2,5-dimethyl-heptandiamine CC(C(N)N)CCC(CC)C